3-(azetidin-1-yl)-N-(2-(2-chloro-3-methyl-phenyl)propan-2-yl)propanamide N1(CCC1)CCC(=O)NC(C)(C)C1=C(C(=CC=C1)C)Cl